(4aS,5aR)-3-(6-Bromo-5-methoxy-3H-imidazo[4,5-b]pyridin-2-yl)-5a-methyl-1-((2-(trimethylsilyl)ethoxy)methyl)-1,4,4a,5,5a,6-hexahydrocyclopropa[f]indazole BrC=1C=C2C(=NC1OC)NC(=N2)C2=NN(C=1C[C@@]3([C@H](CC21)C3)C)COCC[Si](C)(C)C